CNCC1=CN=C(S1)C=O (5-((methylamino)methyl)thiazol-2-yl)methanone